(2S,4r)-N-[[1-(cyclopropylmethyl)tetrazol-5-yl]methyl]-1-[(2S)-2-(4-cyclopropyltriazol-1-yl)-3,3-dimethyl-butyryl]-4-hydroxy-pyrrolidine-2-carboxamide C1(CC1)CN1N=NN=C1CNC(=O)[C@H]1N(C[C@@H](C1)O)C([C@H](C(C)(C)C)N1N=NC(=C1)C1CC1)=O